OCCN1CCN(CC1)C(C)S(=O)(=O)O [4-(2-hydroxyethyl)-1-piperazinyl]-ethanesulfonic acid